COC(=O)C1=NC(=CN=C1CC)Cl.CC=1C(C(=C(C1C)C)C)[SiH3] (2,3,4,5-tetramethylcyclopentadienyl)silane methyl-6-chloro-3-ethylpyrazine-2-carboxylate